octanoic acid hydrochloride salt Cl.C(CCCCCCC)(=O)O